BrCCCCCCCCCCCCCCCCO 16-bromohexadecan-1-ol